ClC=1C=C(OC2=C3C=NNC3=C(C=C2)S(=O)(=O)C(F)(F)F)C=C(C1)F 4-(3-chloro-5-fluorophenoxy)-7-(trifluoromethylsulfonyl)-1H-indazole